5-(1-methyl-1H-pyrazol-4-yl)-N-(pyridin-2-yl)thieno[3,2-b]pyridin-3-amine CN1N=CC(=C1)C1=CC=C2C(=N1)C(=CS2)NC2=NC=CC=C2